CC1=CN=C(O1)N 5-methyloxazole-2-amine